C(C)(C)(C)OC(=O)N1C[C@@H](N(CC1)C=1C2=C(N=CN1)N(C=C2N2CC(OCC2=O)C)C2=NC=CC(=C2)Cl)C (3S)-4-(7-(4-chloropyridin-2-yl)-5-(2-methyl-5-oxomorpholino)-7H-pyrrolo[2,3-d]pyrimidin-4-yl)-3-methylpiperazine-1-carboxylic acid tert-butyl ester